C(C=C)OCCC=O 3-(allyloxy)propanal